n-butyl-acrylamide C(CCC)C(C(=O)N)=C